SCANDIUM OXID tert-butyl-N-{5-[(dimethylcarbamoyl)difluoromethoxy]-1,3-benzothiazol-2-yl}carbamate C(C)(C)(C)OC(NC=1SC2=C(N1)C=C(C=C2)OC(F)(F)C(N(C)C)=O)=O.[O-2].[Sc+3].[O-2].[O-2].[Sc+3]